S1C=NC2=C1C=C(C=C2)C=2C=C(C=CC2)NC(C=C)=O N-[3-(1,3-benzothiazol-6-yl)phenyl]prop-2-enamide